iodo-3-((4-methoxyphenyl)sulfonyl)bicyclo[1.1.1]pentane IC12CC(C1)(C2)S(=O)(=O)C2=CC=C(C=C2)OC